NC1=NC=NN2C1=C(C=C2CC)C2=CC=C(C=C2)C2=C(C(N(C=C2)[C@H](CC)CO)=O)C(=O)N [4-(4-amino-7-ethylpyrrolo[2,1-f][1,2,4]triazin-5-yl)phenyl]-1-[(1R)-1-(hydroxymethyl)propyl]-2-oxo-1,2-dihydropyridine-3-carboxamide